(+)-6-fluoro-8-[(1R,2R)-2-hydroxy-2-methylcyclopentyl]-2-{[1-(methylsulfonyl)piperidin-4-yl]amino}pyrido[2,3-d]pyrimidin-7(8H)-one FC1=CC2=C(N=C(N=C2)NC2CCN(CC2)S(=O)(=O)C)N(C1=O)[C@H]1[C@](CCC1)(C)O